6-amino-2-((3S,4S)-4-amino-3-methyl-2-oxa-8-azaspiro[4.5]decan-8-yl)-5-((4-chloropyrazolo[1,5-a]pyridine-5-yl)thio)-3-methyl-pyrimidin-4(3H)-one NC1=C(C(N(C(=N1)N1CCC2([C@@H]([C@@H](OC2)C)N)CC1)C)=O)SC1=C(C=2N(C=C1)N=CC2)Cl